NC1(C(C=C(C=C1)C1=CC=CC=C1)(S(=O)(=O)O)S(=O)(=O)O)N 4,4-diamino-3,3-biphenyldisulfonic acid